C(Cl)(Cl)Cl.[N+](=O)([O-])C1=CC=CC=C1 4-nitrobenzene chloroform salt